C1(=CC=C(C=C1)C12CC(C1)(C2)C(C)=O)C 1-(3-(p-tolyl)bicyclo[1.1.1]pentan-1-yl)ethan-1-one